1-(2,2-difluoroethyl)-N-(6-(1-methyl-1H-1,2,3-triazol-5-yl)isoquinolin-3-yl)piperidine-4-carboxamide FC(CN1CCC(CC1)C(=O)NC=1N=CC2=CC=C(C=C2C1)C1=CN=NN1C)F